[1,5,6,7-tetramethyl-8-oxabicyclo[3.2.1]octa-2,6-dien-3-yl] trifluoromethanesulfonate FC(S(=O)(=O)OC1=CC2(C(=C(C(C1)(O2)C)C)C)C)(F)F